3-methoxy-7-{6-methyl-3-[1-(tetrahydrofuran-3-ylmethyl)-1H-pyrazol-4-yl]pyridin-2-yl}cinnoline COC=1N=NC2=CC(=CC=C2C1)C1=NC(=CC=C1C=1C=NN(C1)CC1COCC1)C